N1C(C2(C3=CC=CC=C13)OCCC2)=O tetrahydrofuranspiro-oxindole